COC1=CC2=C(C=C1)C3(C4=C(O2)C=C(C=C4)OC)C5=CC=CC=C5C(=O)O3 3',6'-dimethoxyfluoran